(((triisopropylsilyl)oxy)methyl)tetrahydrofuran-3-ol C(C)(C)[Si](OCC1OCCC1O)(C(C)C)C(C)C